(R)-N-((5-cyclopropyl-3-fluoropyridin-2-yl)methyl)butan-2-amine C1(CC1)C=1C=C(C(=NC1)CN[C@H](C)CC)F